6-oxabicyclo[3.1.0]hexan-3-one C12CC(CC2O1)=O